7-bromo-2-(2-pyridinyl)phthalazin-1-one benzyl-N-[(2S)-1-[(tert-butoxycarbonyl)amino]-3-methoxypropan-2-yl]carbamate C(C1=CC=CC=C1)OC(N[C@@H](CNC(=O)OC(C)(C)C)COC)=O.BrC1=CC=C2C=NN(C(C2=C1)=O)C1=NC=CC=C1